tert-Butyl (endo)-5-((7-bromo-6-(2-cyanoethyl)-8-fluoro-2-((S)-1-((S)-1-methylpyrrolidin-2-yl)ethoxy)quinolin-4-yl)(tert-butoxycarbonyl)amino)-2-azabicyclo[2.1.1]hexane-2-carboxylate BrC1=C(C=C2C(=CC(=NC2=C1F)O[C@@H](C)[C@H]1N(CCC1)C)N(C1C2CN(C1C2)C(=O)OC(C)(C)C)C(=O)OC(C)(C)C)CCC#N